C(CO)(=O)N1[C@H]([C@H](CCC1)NS(=O)(=O)C)CO[C@@H]1CC[C@@H](CC1)C1=C(C=CC=C1)C(F)(F)F N-((2R,3S)-1-glycoloyl-2-(((cis-4-(2-(trifluoromethyl)phenyl)-cyclohexyl)oxy)methyl)piperidin-3-yl)methanesulfonamide